4-phenyl-5,6-di-p-tolyl-4-tosyl-1,4-dihydropyrimidine C1(=CC=CC=C1)C1(N=CNC(=C1C1=CC=C(C=C1)C)C1=CC=C(C=C1)C)S(=O)(=O)C1=CC=C(C)C=C1